Methyl 2-cyclohexyl-6-hydroxy-4-methylbenzoate C1(CCCCC1)C1=C(C(=O)OC)C(=CC(=C1)C)O